(2R,3R,4R,5R)-2-{[(2-amino-3-bromoquinolin-7-yl)oxy]methyl}-5-(4-chloro-7H-pyrrolo[2,3-d]pyrimidin-7-yl)-3-methyltetrahydrofuran-3,4-diyl diacetate C(C)(=O)O[C@@]1([C@H](O[C@H]([C@@H]1OC(C)=O)N1C=CC2=C1N=CN=C2Cl)COC2=CC=C1C=C(C(=NC1=C2)N)Br)C